BrC1=C(C=C(C=C1C1=CC=CC=C1)N(C1=CC=2C(C3=CC=CC=C3C2C=C1)(C)C)C1=CC=2C(C3=CC=CC=C3C2C=C1)(C)C)C1=CC=CC=C1 (2'-bromo-1,1':3',1''-terphenyl-5'-yl)-bis(9,9-dimethyl-9H-fluoren-2-yl)-amine